C(C)C1=NN(C=C1NC1=NC=C(C(=N1)C1=CC=2S(CCOCC2S1)(=O)=O)C(F)(F)F)C1CCN(CC1)C 7-(2-((3-ethyl-1-(1-methylpiperidin-4-yl)-1H-pyrazol-4-yl)amino)-5-(trifluoromethyl)pyrimidin-4-yl)-2,3-dihydro-5H-thieno[3,2-e][1,4]oxathiepine 1,1-dioxide